NC1=CC=C(C=C1)C1=NN(C(=C1)NC(C1=CC(=CC=C1)OC)=O)C N-(3-(4-Aminophenyl)-1-methyl-1H-pyrazol-5-yl)-3-methoxybenzamide